methyl 4-(bis(4-methoxybenzyl)amino)-1-(2-chloro-6-(difluoromethyl)phenyl)-6-oxo-1,6-dihydropyrimidine-5-carboxylate COC1=CC=C(CN(C=2N=CN(C(C2C(=O)OC)=O)C2=C(C=CC=C2C(F)F)Cl)CC2=CC=C(C=C2)OC)C=C1